methoxy-2-fluoro-2'-(methoxymethoxy)-[1,1'-biphenyl] COC=1C(=C(C=CC1)C1=C(C=CC=C1)OCOC)F